C1(CC(C(CC1)C(C)C)C1=C(C(=O)O)C=CC=C1)C.C(C1=CC=CC=C1)(=O)O[C@@]1(CCC[C@H](C1)C)C(C)C (1R,2S,5R)-isopropyl-5-methylcyclohexyl benzoate (menthyl benzoate)